5-bromo-6-methoxy-4-(methoxymethoxy)-2-(4-(trifluoromethyl)phenethyl)isoindoline BrC=1C(=C2CN(CC2=CC1OC)CCC1=CC=C(C=C1)C(F)(F)F)OCOC